C1(CC1)N1C=C(C(C(=C1)C1=CC=C(C=C1)F)=O)C(=O)O 1-cyclopropyl-4-oxo-5-p-fluorophenyl-1,4-dihydropyridine-3-carboxylic acid